rac-5-(aminomethyl)-5-(4-methyl-1,2-oxazol-5-yl)imidazolidine-2,4-dione hydrochloride Cl.NC[C@]1(C(NC(N1)=O)=O)C1=C(C=NO1)C |r|